(trifluoromethyl)-phenylalanine FC(F)(F)N[C@@H](CC1=CC=CC=C1)C(=O)O